CC(C=C)=CCC=C(CC)C 3,7-dimethylnon-1,3,6-triene